4-(4-chlorophenyl)-6-(4-(2-ethoxyphenyl)piperazin-1-yl)-2-(pyridin-3-yl)pyrimidine ClC1=CC=C(C=C1)C1=NC(=NC(=C1)N1CCN(CC1)C1=C(C=CC=C1)OCC)C=1C=NC=CC1